2-Cyclopropyl-N-{(1S)-1-(4-methylcyclohexyl)-2-oxo-2-[(2-oxospiro[1H-pyrrolo[3,2-c]-pyridine-3,4'-oxane]-6-yl)-amino]ethyl}pyrazole-3-carboxamide C1(CC1)N1N=CC=C1C(=O)N[C@H](C(NC1=CC2=C(C=N1)C1(CCOCC1)C(N2)=O)=O)C2CCC(CC2)C